[Na].C(C=C)(=O)OCCCO hydroxypropyl acrylate sodium salt